1-(3-hydroxypropyl)-4-piperidone OCCCN1CCC(CC1)=O